S1C2=C(C=C1C1CC(C(O1)=O)=C)C=CC=C2 5-(benzo[b]thiophen-2-yl)-3-methylenedihydrofuran-2(3H)-one